(S)-ibuprofen ethyl ester C(C)OC(=O)[C@@H](C)C1=CC=C(CC(C)C)C=C1